FC(CC[SiH](N([Si](C)(C)CC=C)CC=C)CCC(F)(F)F)(F)F bis(trifluoropropyl)bis(allyl)dimethyl-disilazane